C(C)(C)(C)OC(=O)N1[C@@H](CCC1)C1=C(C=CC=C1)N (S)-2-(2-aminophenyl)pyrrolidine-1-carboxylic acid tert-butyl ester